N-(5-chloro-4-methoxypyridin-2-yl)-2-(6'-cyano-[2,3'-bipyridin]-5-yl)acetamide ClC=1C(=CC(=NC1)NC(CC=1C=CC(=NC1)C=1C=NC(=CC1)C#N)=O)OC